N1CC(C1)COC(=O)C=1C=NC2=CC=C(C=C2C1)C=1C=NNC1C1=NC(=CC=C1)C 6-(5-(6-methylpyridin-2-yl)-1H-pyrazol-4-yl)quinoline-3-carboxylic acid azetidin-3-ylmethyl ester